dimethoxy(methyl)silylpropylcarbamate CO[Si](C)(OC)CCCNC([O-])=O